octyl-dimethyl-para-aminobenzoic acid C(CCCCCCC)C=1C(=C(C(=C(C(=O)O)C1)C)C)N